CN1N=NC(=C1C1=CC=2N(C=3C=C(C=CC3C2N=C1)C(C)(C)O)C1C(COC2=CC=CC=C12)COC)C 2-(3-(1,4-dimethyl-1H-1,2,3-triazol-5-yl)-5-(3-(methoxymethyl)chroman-4-yl)-5H-pyrido[3,2-b]indol-7-yl)propan-2-ol